N,N-dimethyl-4-(7-(piperazin-1-yl)-4,5-dihydro-1H-benzo[c]pyrrolo[2,3-H][1,6]naphthyridin-3-yl)benzamide CN(C(C1=CC=C(C=C1)C1=CNC2=NC=C3C4=C(CNC3=C21)C=C(C=C4)N4CCNCC4)=O)C